1-bromo-4-ethoxy-2,3-difluorobenzene BrC1=C(C(=C(C=C1)OCC)F)F